[C@H]12CN(C[C@H](CC1)N2)C=2C1=C(N=C(N2)OC([2H])([2H])[C@H]2N(CCC2)C([2H])([2H])[2H])CN(CC1)C1=CC(=CC2=CC=C(C(=C12)CC)F)O 4-(4-((1R,5S)-3,8-Diazabicyclo[3.2.1]octan-3-yl)-2-(((S)-1-(methyl-d3)pyrrolidin-2-yl)methoxy-d2)-5,8-dihydropyrido[3,4-d]pyrimidin-7(6H)-yl)-5-ethyl-6-fluoronaphthalen-2-ol